ClC=1C=CC(=C(C1)C1=CC(NC=C1OC)=O)N1N=NC(=C1)C(F)(F)F 4-(5-chloro-2-(4-(trifluoromethyl)-1H-1,2,3-triazol-1-yl)phenyl)-5-methoxypyridin-2(1H)-one